CS(=O)(=O)OC1CN(CC1)C(=O)OC(C)(C)C tert-butyl 3-((methylsulfonyl)oxy)pyrrolidine-1-carboxylate